ClC1=C(C#N)C=C(C(=N1)C=1C=NN2C1N=C(C(=C2)OC)C(C)(C)O)F chloro-5-fluoro-6-(5-(2-hydroxypropan-2-yl)-6-methoxypyrazolo[1,5-a]pyrimidin-3-yl)nicotinonitrile